methyl 3-(5-benzyloxy-2-oxo-cyclohexyl)propanoate C(C1=CC=CC=C1)OC1CCC(C(C1)CCC(=O)OC)=O